2-{4-[2-(2,6-Dioxo-piperidin-3-yl)-1-oxo-2,3-dihydro-1H-isoindol-4-yl-oxymethyl]-benzylamino}-2-methyl-propionic acid O=C1NC(CCC1N1C(C2=CC=CC(=C2C1)OCC1=CC=C(CNC(C(=O)O)(C)C)C=C1)=O)=O